C(C)(C)(C)OC(=O)N(C(OC(C)(C)C)=O)C1=C(C(=NC(=C1)Cl)Cl)F tert-Butyl N-tert-butoxycarbonyl-N-(2,6-dichloro-3-fluoro-4-pyridyl)carbamate